C(=O)C=1C(=NC=CC1)C1N(CCC(C1)C(F)(F)F)C(=O)OC(C)(C)C tert-Butyl 2-(3-formylpyridin-2-yl)-4-(trifluoromethyl)piperidine-1-carboxylate